CC1=C2C(=NNC2=CC=C1)C#N 4-methyl-1H-indazole-3-carbonitrile